methyl β-tetracosylaminopropionate C(CCCCCCCCCCCCCCCCCCCCCCC)NCCC(=O)OC